C(C1=CC=CC=C1)OC1=C(N(C(=CC1=O)C)CCCCC)CN1C(C2=CC=CC=C2C1=O)=O 2-((3-(benzyloxy)-6-methyl-4-oxo-1-pentyl-1,4-dihydropyridin-2-yl)methyl)isoindole-1,3-dione